N1(C=NC=C1)CC1=C2C(=NC(=C1)C=1C=C3CN(C(C3=CC1)=O)C1C(NC(CC1)=O)=O)N(C=C2)C 3-(5-(4-((1H-imidazol-1-yl)methyl)-1-methyl-1H-pyrrolo[2,3-b]pyridin-6-yl)-1-oxoisoindolin-2-yl)piperidine-2,6-dione